C1(CCC1)CNCC=1C=CC=2N(C1)C=C(N2)CN2C(C1=CN=CC(=C1C=C2)C2CC2)=O 2-((6-(((cyclobutylmethyl)amino)methyl)imidazo[1,2-a]pyridin-2-yl)methyl)-5-cyclopropyl-2,7-naphthyridin-1(2h)-one